2-cyano-1-(6-(1-(2-thienylformyl)pyrrolidine-3-yl)hexyl)-3-(3,5-dichloro-4-pyridinyl)guanidine C(#N)N=C(NCCCCCCC1CN(CC1)C(=O)C=1SC=CC1)NC1=C(C=NC=C1Cl)Cl